(R*)-(8-fluoro-10,11-dihydrobenzo[6,7]oxepino[3,2-b]pyridin-10-yl)methanamine FC=1C=CC2=C([C@@H](CC3=NC=CC=C3O2)CN)C1 |o1:6|